8'-bromo-4-(3-bromoanilino)-2'-oxo-5',6'-dihydro-2'H,4'H-spiro[cyclohexane-1,1'-pyrrolo[3,2,1-ij]quinoline]-4-carboxylic acid BrC=1C=C2CCCN3C2=C(C1)C1(C3=O)CCC(CC1)(C(=O)O)NC1=CC(=CC=C1)Br